[N+](=[N-])=C(C(=O)OC)C1=CC=CC=C1 methyl α-diazophenylacetate